ClC=1C=NC(=NC1)N1CCC(CC1)C=1SC(=CN1)COC1=C(C=C(C=C1)C1=CC2=C(S(CO2)(=O)=O)C=C1)F 6-(4-((2-(1-(5-chloropyrimidin-2-yl)piperidin-4-yl)thiazol-5-yl)methoxy)-3-fluorophenyl)-2H-benzo[d][1,3]oxathiole-3,3-dioxide